3-isopropyl-2-(2-methylpyridin-4-yl)-5-(pyridin-4-ylmethoxy)-1H-indole C(C)(C)C1=C(NC2=CC=C(C=C12)OCC1=CC=NC=C1)C1=CC(=NC=C1)C